BrC=1SC(=CN1)Br 2,5-dibromo-1,3-thiazole